F[C@]1(CN(CC1)CC1CN(C1)C(=O)OC(C)(C)C)C tert-butyl 3-[[(3R)-3-fluoro-3-methyl-pyrrolidin-1-yl]methyl]azetidine-1-carboxylate